N,N,N-trimethyl-anilinium C[N+](C1=CC=CC=C1)(C)C